COC=1N=CC(=NC1)N[C@@H]1C[C@H](CC1)NC1=CC=C(C=N1)N1C(C=CC=C1)=O 6'-(((1S,3S)-3-((5-Methoxypyrazin-2-yl)amino)cyclopentyl)amino)-2H-[1,3'-bipyridin]-2-one